C(C)C=1C=C(C=CC1O)C(CCCCCCCCCCC)C1=CC(=C(C=C1)O)CC 1,1-bis(3-ethyl-4-hydroxyphenyl)dodecane